C1(=CC=CC=C1)C1=NC(NC=C1)=O phenyl-pyrimidone